FC1=C(C(=CC=C1C#CC1=NC=CN=C1)O)N1CC(NS1(=O)=O)=O 5-(2-fluoro-6-hydroxy-3-(pyrazin-2-ylethynyl)phenyl)-1,2,5-thiadiazolidin-3-one 1,1-dioxide